FC1(C(N=C(C2=CC=CC=C12)N1C=NC2=C1C=CC1=C2CCC1)(C)C)F 3-(4,4-difluoro-3,3-dimethyl-1-isoquinolyl)-7,8-dihydro-6H-cyclopenta[e]benzimidazole